FC=1C=C(C=CC1OC(F)(F)F)NC(CC1=CC=C(C=C1)C1=CC=2N(C=C1)N=CN2)=O N-[3-Fluoro-4-(trifluoromethoxy)phenyl]-2-[4-([1,2,4]triazolo[1,5-a]pyridin-7-yl)phenyl]acetamide